5-(1-piperidyl)benzamide N1(CCCCC1)C=1C=CC=C(C(=O)N)C1